FC(C=1N=C(SC1)C(O)=N)(F)F 4-(trifluoromethyl)-1,3-thiazole-2-carboxylic acid imide